N-(7-fluoro-1,3-benzothiazol-6-yl)-7-iodoquinazolin-4-amine FC1=C(C=CC=2N=CSC21)NC2=NC=NC1=CC(=CC=C21)I